N1-(2-(dimethylamino)ethyl)-N4-(5-ethyl-4-(pyrazolo[1,5-a]pyridin-3-yl)pyrimidin-2-yl)-5-methoxy-N1-methylbenzene-1,2,4-triamine CN(CCN(C=1C(=CC(=C(C1)OC)NC1=NC=C(C(=N1)C=1C=NN2C1C=CC=C2)CC)N)C)C